9-benzyl-7-methoxy-5-cyanomethyloxy-tetrahydrocarbazole-carboxamide C(C1=CC=CC=C1)N1C2=CC(=CC(=C2C=2CCCC(C12)C(=O)N)OCC#N)OC